7-((5-chloro-2-((2-isopropyl-7-methoxy-1,2,3,4-tetrahydroisoquinolin-6-yl)amino)pyrimidin-4-yl)amino)isoindolin-1-one ClC=1C(=NC(=NC1)NC=1C=C2CCN(CC2=CC1OC)C(C)C)NC=1C=CC=C2CNC(C12)=O